ethoxy-3-(2-trityl-2H-tetrazol-5-yl)-[2,3'-bipyridyl]-5-amine C(C)OC1=C(C(=NC=C1N)C=1C=NC=CC1)C=1N=NN(N1)C(C1=CC=CC=C1)(C1=CC=CC=C1)C1=CC=CC=C1